3-(Methylsulfonyl)-4-((1-propionylpiperidin-4-yl)-methoxy)benzaldehyde CS(=O)(=O)C=1C=C(C=O)C=CC1OCC1CCN(CC1)C(CC)=O